C([2H])([2H])([2H])NC=1N=CC(=C2C=C(N=CC12)C1(CC1)C(=O)N)C1=NN2C(C=CC(=C2)N2CCOCC2)=N1 (8-((methyl-d3)amino)-5-(6-morpholino-[1,2,4]triazolo[1,5-a]pyridin-2-yl)-2,7-naphthyridin-3-yl)cyclopropanecarboxamide